C(C)(C)(C)OC(=O)N[C@H](C(=O)N1NC(CCC1)C(=O)[O-])CC1=CC(=CC=C1)C=1C=C2C(=C(NC2=CC1)I)CC(CO)(C)C 1-((S)-2-((tert-butoxycarbonyl)amino)-3-(3-(3-(3-hydroxy-2,2-dimethylpropyl)-2-iodo-1H-indol-5-yl)phenyl)propanoyl)hexahydropyridazine-3-carboxylate